((2R,3S,4R,5R)-5-(4-aminopyrrolo[2,1-f][1,2,4]triazin-7-yl)-5-cyano-3,4-dihydroxytetrahydrofuran-2-yl)methyl ((R)-2-((4-cyano-3-fluorobenzyl)oxy)nonadec-4-yn-1-yl) hydrogen phosphate P(=O)(OC[C@H]1O[C@@]([C@@H]([C@@H]1O)O)(C#N)C1=CC=C2C(=NC=NN21)N)(OC[C@@H](CC#CCCCCCCCCCCCCCC)OCC2=CC(=C(C=C2)C#N)F)O